[Ti].[N].[O] oxygen nitrogen titanium